tert-butyl 1-(1-benzyl-3,3-difluoro-1,2,3,6-tetrahydropyridin-4-yl)piperidine-4-carboxylate C(C1=CC=CC=C1)N1CC(C(=CC1)N1CCC(CC1)C(=O)OC(C)(C)C)(F)F